chromium (III) 2,4-hexanedione CC(CC(CC)=O)=O.[Cr+3]